3-(4-(2,3-dichloro-6-hydroxyphenyl)-2-oxopyrrolidin-1-yl)-N-hydroxy-N-methylpropionamide ClC1=C(C(=CC=C1Cl)O)C1CC(N(C1)CCC(=O)N(C)O)=O